Cl.FC1=CC(=C(CNC=2C=3N(N=C(C2)SC2CCNCC2)C(=CN3)C(C)C)C=C1)C(F)(F)F N-(4-fluoro-2-(trifluoromethyl)benzyl)-3-isopropyl-6-(piperidin-4-ylthio)imidazo[1,2-b]pyridazin-8-amine hydrochloride